ClC1=CC=C(C=C1)C1(CC(C1)C)C(=O)O 1-(4-chlorophenyl)-3-methyl-cyclobutanecarboxylic acid